CC1=NN(C=C1C1=CC=CC=C1)C1(CN(C1)C=1C=2N(C=CC1)N=C(N2)NC=2C=NN(C2)CC(=O)N2CCN(CC2)C)CC#N 2-[3-(3-Methyl-4-phenylpyrazol-1-yl)-1-[2-[[1-[2-(4-methylpiperazin-1-yl)-2-oxoethyl]pyrazol-4-yl]amino]-[1,2,4]triazolo[1,5-a]pyridin-8-yl]azetidin-3-yl]acetonitril